(2S,4S)-1-(4-(3-chlorobenzyloxy)benzyl)-4-fluoropyrrolidine-2-carboxamide ClC=1C=C(COC2=CC=C(CN3[C@@H](C[C@@H](C3)F)C(=O)N)C=C2)C=CC1